N-(benzo[d]thiazol-2-yl)-2-((3-cyano-4,6-bis(trifluoromethyl)pyridin-2-yl)amino)-N-methylacetamide S1C(=NC2=C1C=CC=C2)N(C(CNC2=NC(=CC(=C2C#N)C(F)(F)F)C(F)(F)F)=O)C